tert-butyl 2-[4-[4-[(2,6-dioxo-3-piperidyl)amino]-2,6-difluoro-phenyl]-1-piperidyl]acetate O=C1NC(CCC1NC1=CC(=C(C(=C1)F)C1CCN(CC1)CC(=O)OC(C)(C)C)F)=O